(3R)-6-[(1-naphthyl)methyl]-4-oxo-7-(trifluoromethyl)-1-thia-3a-aza-3-indanecarboxylic acid C1(=CC=CC2=CC=CC=C12)CC1=CC(N2[C@@H](CSC2=C1C(F)(F)F)C(=O)O)=O